C12(CC3CC(CC(C1)C3)C2)NCCCCCCCNC=2C=3C1=C(C(N(C1=CC2)C2C(NC(CC2)=O)=O)=O)C=CC3 3-(6-((7-((adamantan-1-yl)amino)heptyl)amino)-2-oxobenzo[cd]indol-1(2H)-yl)piperidine-2,6-dione